6'-(2-(1-(2,2-Difluoroethyl)-1H-pyrazol-4-yl)pyrimidin-4-yl)-N4'-((1s,4s)-4-fluorocyclohexyl)-5-morpholino-[2,3'-bipyridine]-4',6'-diamine FC(CN1N=CC(=C1)C1=NC=CC(=N1)C1(C=C(C(=CN1)C1=NC=C(C=C1)N1CCOCC1)NC1CCC(CC1)F)N)F